(R)-3-(1-((6-(4-cyclopropylpiperazine-1-carbonyl)-4-methyl-7-(methylamino)phthalazin-1-yl)amino)ethyl)-2-methylbenzonitrile C1(CC1)N1CCN(CC1)C(=O)C=1C=C2C(=NN=C(C2=CC1NC)N[C@H](C)C=1C(=C(C#N)C=CC1)C)C